N-(2-((5-cyano-4-((2-isopropoxy-4-(2-methoxyethoxy)phenyl)amino)pyrimidin-2-yl)amino)-5-(4-ethylpiperazin-1-yl)phenyl)acrylamide C(#N)C=1C(=NC(=NC1)NC1=C(C=C(C=C1)N1CCN(CC1)CC)NC(C=C)=O)NC1=C(C=C(C=C1)OCCOC)OC(C)C